8-Methyl-2-[(2R)-oxetan-2-ylmethyl]-N-[(2S)-tetrahydrofuran-2-ylmethyl]-4,5-dihydro-2H-furo[2,3-g]indazol-7-carboxamid CC1=C(OC=2CCC3=CN(N=C3C21)C[C@@H]2OCC2)C(=O)NC[C@H]2OCCC2